(R)-3-(6-(4-aminopiperidin-1-yl)-5-methylpyridin-3-yl)-N-((5-fluoro-2-hydroxyphenyl)(1H-Indol-2-yl)methyl)-5-methylbenzamide NC1CCN(CC1)C1=C(C=C(C=N1)C=1C=C(C(=O)N[C@@H](C=2NC3=CC=CC=C3C2)C2=C(C=CC(=C2)F)O)C=C(C1)C)C